N-Boc-γ-amino-1-propanol C(=O)(OC(C)(C)C)NCCCO